ClN=[P] chloroiminophosphorus